OC1=C(C2=C(C(C(=CO2)C2=CC=C(C=C2)O)=O)C=C1)O 7,8-dihydroxy-3-(4-hydroxyphenyl)benzopyran-4-one